N-(2-pyridylmethyl)pyridine-3-carboxamide N1=C(C=CC=C1)CNC(=O)C=1C=NC=CC1